C(C)(C)(C)OC(=O)N1C[C@@H](C[C@@H](C1)O)N (3R,5S)-tert-butyl-3-amino-5-hydroxypiperidine-1-carboxylate